CC1=C(C=NC=C1)NC(=O)C=1N=C2N(C=CC=C2C2=C(C=CC=C2)OCC(F)(F)F)C1 N-(4-methylpyridin-3-yl)-8-(2-(2,2,2-trifluoroethoxy)phenyl)imidazo[1,2-a]pyridine-2-carboxamide